6-(trifluoromethyl)nicotinimidamide HCl Cl.FC(C1=NC=C(C(N)=N)C=C1)(F)F